4,4'-bis[(4-anilino-6-morpholino-1,3,5-triazin-2-yl)amino]stilbene-2,2'-disulfonic acid disodium salt [Na+].[Na+].N(C1=CC=CC=C1)C1=NC(=NC(=N1)N1CCOCC1)NC=1C=C(C(=CC1)C=CC=1C(=CC(=CC1)NC1=NC(=NC(=N1)NC1=CC=CC=C1)N1CCOCC1)S(=O)(=O)[O-])S(=O)(=O)[O-]